triphenylmercaptopropionic acid C1(=CC=CC=C1)S(C1=CC=CC=C1)(C1=CC=CC=C1)C(C(=O)O)C